CN1C(=C2OC[C@@H]3[C@H](NS(C2=C1)(=O)=O)CN(C3)C(=O)OCC)C(NC3=CC(=C(C(=C3)F)F)F)=O ethyl (3aS,10aS)-7-methyl-8-((3,4,5-trifluorophenyl)carbamoyl)-3a,4,10,10a-tetrahydro-1H,7H-dipyrrolo[3,4-b:3',4'-f][1,4,5]oxathiazocine-2(3H)-carboxylate 5,5-dioxide